C(C)(C)N1N=C2N=CC(=CC2=C1)B1OC(C(O1)(C)C)(C)C 2-isopropyl-5-(4,4,5,5-tetramethyl-1,3,2-dioxaborolan-2-yl)-2H-pyrazolo[3,4-b]pyridine